C(#N)C1=CC=C(C(=N1)OC(F)F)COC1=CC=CC(=N1)C1=CC(=C(CC2=NC3=C(N2C[C@H]2OCC2)C=C(C=C3)C(=O)OC)C=C1F)F (S)-methyl 2-(4-(6-((6-cyano-2-(difluoromethoxy) pyridin-3-yl) methoxy) pyridin-2-yl)-2,5-difluorobenzyl)-1-(oxetan-2-ylmethyl)-1H-benzo[d]imidazole-6-carboxylate